4-((3-(2-((6-chloropyridin-2-yl)oxy)ethoxy)-4-((3-methoxyazetidin-1-yl)methyl)phenyl)ethynyl)-N1-methyl-2,7-naphthyridine-1,6-diamine ClC1=CC=CC(=N1)OCCOC=1C=C(C=CC1CN1CC(C1)OC)C#CC1=CN=C(C2=CN=C(C=C12)N)NC